ClC=1C(=NC(=NC1)NC1=NC(=NC=C1)C)C1=CC=C2CN(C(C2=C1)=O)[C@@H](C(=O)N[C@H](C)C1=CC(=NC=C1)OC)C (2R)-2-(6-{5-chloro-2-[(2-methylpyrimidin-4-yl)amino]pyrimidin-4-yl}-1-oxo-2,3-dihydro-1H-isoindol-2-yl)-N-[(1R)-1-(2-methoxypyridin-4-yl)ethyl]propionamide